ClC1=CC=C2C(=C(N(C2=C1F)C=1C=NN(C1)CCC)C1CC1)SC=1C(=C(C=CC1)C(C(=O)O)(C)C)F 2-(3-((6-chloro-2-cyclopropyl-1-(1-propyl-1H-pyrazol-4-yl)-7-fluoro-1H-indol-3-yl)thio)-2-fluorophenyl)-2-methylpropanoic acid